NC=1C2=C(N=CN1)N(C(=C2C2=CC=C(C(=O)NCC#N)C=C2)C2=CC=C(C=C2)NC(C(=C)C)=O)C 4-(4-amino-6-(4-methacrylamido-phenyl)-7-methyl-7H-pyrrolo[2,3-d]pyrimidin-5-yl)-N-(cyanomethyl)benzamide